(3-(5-Methyl-1H-imidazol-1-yl)propyl)-2-cyano-3-(naphthalen-2-yl)guanidin CC1=CN=CN1CCCNC(=NC#N)NC1=CC2=CC=CC=C2C=C1